BrC1=CC=C2C(=N1)C(CN2C2=NC(=NC=C2)S(=O)(=O)C)(C)C 5-bromo-3,3-dimethyl-1-(2-(methylsulfonyl)pyrimidin-4-yl)-2,3-dihydro-1H-pyrrolo[3,2-b]pyridine